CN1CC2CCC(C1)N2C(=O)C=2C=C1C(=NC2)NC=C1C=1C=C2C=NC=NC2=CC1 (3-methyl-3,8-diazabicyclo[3.2.1]octan-8-yl)(3-(quinazolin-6-yl)-1H-pyrrolo[2,3-b]pyridin-5-yl)methanone